FC(C=1C=CC(=C(C1)NC(=O)N1C[C@](CC1)(C1=NC=NS1)C1=CC(=C(C=C1)C)F)O[C@@H]1C[C@H](C1)C(NC)=O)F |o1:13| (R or S)-N-(5-(difluoromethyl)-2-(trans-3-(methylcarbamoyl)cyclobutoxy)phenyl)-3-(3-fluoro-4-methylphenyl)-3-(1,2,4-thiadiazol-5-yl)pyrrolidine-1-carboxamide